6-methyl-1-(oxan-2-yl)-4-(4,4,5,5-tetramethyl-1,3,2-dioxaborolan-2-yl)-5-(trifluoromethyl)indazole CC1=C(C(=C2C=NN(C2=C1)C1OCCCC1)B1OC(C(O1)(C)C)(C)C)C(F)(F)F